octadecyl-1,3,5-trifluoromethyl-2,4,6-tris(3,5-di-tert-butyl-4-hydroxybenzyl)benzene C(CCCCCCCCCCCCCCCCC)C(C=1C(=C(C(=C(C1CC1=CC(=C(C(=C1)C(C)(C)C)O)C(C)(C)C)CF)CC1=CC(=C(C(=C1)C(C)(C)C)O)C(C)(C)C)CF)CC1=CC(=C(C(=C1)C(C)(C)C)O)C(C)(C)C)F